C(C)(C)(C)C1=CC=C(C(=O)NC(NC2=CC=C(C=C2)NC(C2=CC(=CC=C2)OC)=O)=S)C=C1 N-(4-(3-(4-(tert-butyl)benzoyl)thioureido)phenyl)-3-methoxybenzamide